1,1-bis(4-hydroxyphenyl)-3,3,5-trimethyl-cyclohexane OC1=CC=C(C=C1)C1(CC(CC(C1)C)(C)C)C1=CC=C(C=C1)O